C(C)[Si](CCCCCCCCC)(C)C Ethyldimethyl-(nonyl)silane